N1=CNC2=NC=CC(=C21)C=2C=NN(C2)C2=CC=C(C=N2)C(C(=O)NCC(F)(F)F)C#N 2-(6-(4-(3H-imidazo[4,5-b]pyridin-7-yl)-1H-pyrazol-1-yl)pyridin-3-yl)-2-cyano-N-(2,2,2-trifluoroethyl)acetamide